ClC1=C(C(=CC=C1)N1CCN(CC1)C(C)C)NC(=O)N1CCC(CC1)(C)C1=CC=C(C=C1)Cl N-(2-chloro-6-(4-isopropylpiperazin-1-yl)phenyl)-4-(4-chlorophenyl)-4-methylpiperidine-1-carboxamide